(S)-N-((S)-5,7-Dihydrospiro[cyclopenta[b]pyridine-6,4'-piperidin]-5-yl)-2-methylpropane-2-sulfinamide N1CCC2(CC1)[C@@H](C=1C(=NC=CC1)C2)N[S@@](=O)C(C)(C)C